(3-(3-(1-(4-amino-3-methyl-1H-pyrazolo[3,4-d]pyrimidin-1-yl)ethyl)-6-chloro-1H-indazol-1-yl)phenyl)methanesulfonamide NC1=C2C(=NC=N1)N(N=C2C)C(C)C2=NN(C1=CC(=CC=C21)Cl)C=2C=C(C=CC2)CS(=O)(=O)N